C1(=CC=CC=C1)C(C(CSC1=C(C=CC=C1)C)C1=CC=CC=C1)=O 1,2-diphenyl-3-(o-tolylthio)propan-1-one